NCC=1C=2C=C(C(=CC2N=C2C3=CC=4[C@@](C(OCC4C(N3CC12)=O)=O)(O)CC)O)O (19S)-10-(aminomethyl)-19-ethyl-6,7,19-trihydroxy-17-oxa-3,13-diazapentacyclo[11.8.0.02,11.04,9.015,20]henicosa-1(21),2,4(9),5,7,10,15(20)-heptaene-14,18-dione